2-(3,3-difluoropyrrolidin-1-yl)-2-methylpropan FC1(CN(CC1)C(C)(C)C)F